N[C@@H]1C(N(C2=CC=CC=C2C1)O)=O (3s)-3-amino-1-hydroxy-1,2,3,4-tetrahydroquinolin-2-one